8-bromo-7-chloro-3-isobutyl-2-methyl-5-phenyl-2,3,4,5-tetrahydrobenzo[f][1,2,5]thiadiazepine 1,1-dioxide BrC1=CC2=C(N(CC(N(S2(=O)=O)C)CC(C)C)C2=CC=CC=C2)C=C1Cl